The molecule is a glycosyloxyflavone that is kaempherol substituted by a 6-O-(6-deoxy-alpha-L-mannopyranosyl)-beta-D-galactopyranosyl residue at position 3 and a 6-deoxy-alpha-L-mannopyranosyl residue at position 7 via a glycosidic linkage. It has a role as a plant metabolite. It is a glycosyloxyflavone and a dihydroxyflavone. It derives from a kaempferol. C[C@H]1[C@@H]([C@H]([C@H]([C@@H](O1)OC[C@@H]2[C@@H]([C@@H]([C@H]([C@@H](O2)OC3=C(OC4=CC(=CC(=C4C3=O)O)O[C@H]5[C@@H]([C@@H]([C@H]([C@@H](O5)C)O)O)O)C6=CC=C(C=C6)O)O)O)O)O)O)O